2-((R)-9-oxo-2-((S)-2-phenyl-propanoyl)-7-oxa-2,10-diaza-spiro[5.6]dodecan-10-yl)acetic acid O=C1CO[C@]2(CCCN(C2)C([C@@H](C)C2=CC=CC=C2)=O)CCN1CC(=O)O